CC=1C(=NC=CC1)CN (3-methyl-2-pyridyl)methanamine